C1(CC1)N1C(=NC2=C1C=C(C=C2)F)N2C=NC1=C2C=C(C=C1)F 1'-cyclopropyl-6,6'-difluoro-1'H-1,2'-bibenzo[d]imidazole